ethyl (E)-4-(4-bromo-2-fluoro-3-pyridyl)-4-oxo-but-2-enoate BrC1=C(C(=NC=C1)F)C(/C=C/C(=O)OCC)=O